(R)-4-benzyl-3-((R)-2-methylbut-3-enoyl)oxazolidin-2-one C(C1=CC=CC=C1)[C@H]1N(C(OC1)=O)C([C@@H](C=C)C)=O